anthracene-3(4H)-carboxylic acid tertiary Butyl ester C(C)(C)(C)OC(=O)C1C=CC2=CC3=CC=CC=C3C=C2C1